N-tert.-Butyl-4-[[2-(5-chloro-2-methoxyphenyl)acetyl]amino]pyridin C(C)(C)(C)N1CC=C(C=C1)NC(CC1=C(C=CC(=C1)Cl)OC)=O